C(C1=CC=CC=C1)SC=1C=C2CN(C(C2=CC1)C#N)C(=O)OC(C)(C)C tert-Butyl 5-(benzylthio)1-cyanoisoindoline-2-carboxylate